ethyl (S)-3-((R)-4-methylphenylsulfinamido)-3-(5-phenylfuran-2-yl)propanoate CC1=CC=C(C=C1)[S@@](=O)N[C@@H](CC(=O)OCC)C=1OC(=CC1)C1=CC=CC=C1